N[C@H]1CS(C2=C(N(C1=O)CC1=CC=C(C=C1)Cl)C=C(C(=C2)F)C=2OC(=NN2)C(CCN(C)C)(C)C)(=O)=O (3R)-3-amino-5-[(4-chlorophenyl)methyl]-7-[5-[3-(dimethylamino)-1,1-dimethyl-propyl]-1,3,4-oxadiazol-2-yl]-8-fluoro-1,1-dioxo-2,3-dihydro-1λ6,5-benzo-thiazepin-4-one